5-bromo-2-chloro-N-methyl-N-Phenylquinazolin-4-amine BrC1=C2C(=NC(=NC2=CC=C1)Cl)N(C1=CC=CC=C1)C